C(C1=CC=CC=C1)SC=1C(=NC=NC1OC)OC 5-(benzylthio)-4,6-dimethoxypyrimidine